C(C1=CC=CC=C1)OC1=CC=C(C=N1)C=1C=C(C=CC1)C1=NC(=NC=C1F)N[C@@H]1CC[C@H](CC1)C(=O)O trans-4-((4-(3-(6-(benzyloxy)pyridin-3-yl)phenyl)-5-fluoropyrimidin-2-yl)amino)cyclohexane-1-carboxylic acid